2-amino-3-methyl-N-((1R)-1-(2-pyrimidinyl)ethyl)-N-((5-(tetrahydro-2H-pyran-4-yl)-2-pyridinyl)methyl)-6-quinolinecarboxamide NC1=NC2=CC=C(C=C2C=C1C)C(=O)N(CC1=NC=C(C=C1)C1CCOCC1)[C@H](C)C1=NC=CC=N1